N1N=NC(C(C1=O)=O)=O triazine-trione